NC1=C2C(=NC=N1)N(N=C2C#CC=2C=C1C=NN(C1=CC2)C)[C@H]2C[C@@H](N(C2)C(C=C)=O)COC 1-[(2R,4S)-4-[4-amino-3-[2-(1-methylindazol-5-yl)ethynyl]pyrazolo[3,4-d]pyrimidin-1-yl]-2-(methoxymethyl)pyrrolidin-1-yl]prop-2-en-1-one